N,N,N-trimethylbenzylammonium trifluoromethanesulfonate FC(S(=O)(=O)[O-])(F)F.C[N+](C)(C)CC1=CC=CC=C1